NC1=NC=2C=CC(=CC2C2=C1COC2)C(=O)Cl 4-amino-1,3-dihydrofuro[3,4-C]quinoline-8-carbonyl chloride